dimethyl-(2-acryloyloxyethyl)(3-phosphonatopropyl)aminium C[N+](CCCP(=O)([O-])[O-])(CCOC(C=C)=O)C